N-{(2S,3R)-4,4-difluoro-1-(1-hydroxy-cyclobutane-1-carbonyl)-2-[(2,2',3'-trifluoro[1,1'-biphenyl]-3-yl)methyl]-pyrrolidin-3-yl}cyclopropanesulfonamide FC1([C@@H]([C@@H](N(C1)C(=O)C1(CCC1)O)CC=1C(=C(C=CC1)C1=C(C(=CC=C1)F)F)F)NS(=O)(=O)C1CC1)F